COCCNS(=O)(=O)Cl N-(2-methoxyethyl)sulfamoyl chloride